ClC1=NS(C2=C1C=CC=C2OC)(=O)=O 3-chloro-7-methylOxy-1,2-benzothiazole-1,1-dioxide